1-[3-(triethoxysilyl)propyl]-3,3'-methylenebis(5-amino-1,2,4-triazole) C(C)O[Si](CCCC(C1=NNC(=N1)N)C1=NNC(=N1)N)(OCC)OCC